ClC=1C=C(C=NC1)N[C@@H](C)C(=O)N1[C@@H]2CC([C@H]([C@@H]1C(=O)N[C@H](C[C@@H]1C(NCCC1)=O)C#N)CC2)(F)F (1S,3R,4S)-2-((5-chloropyridin-3-yl)-L-alanyl)-N-((R)-1-cyano-2-((R)-2-oxopiperidin-3-yl)ethyl)-5,5-difluoro-2-azabicyclo[2.2.2]octane-3-carboxamide